CC1=CC=C(C=C1)S(=O)(=O)OC=1C2=C(N=C(N1)OCC13CCCN3CCC1)CN(CC2)C2=CC=CC1=CC=CC(=C21)Cl 7-(8-chloronaphthalen-1-yl)-2-((hexahydro-1H-pyrrolizin-7a-yl)methoxy)-5,6,7,8-tetrahydropyrido[3,4-d]pyrimidin-4-yl 4-methylbenzenesulfonate